tributylammonium tetra(trifluoromethylphenyl)borate FC(F)(F)C1=C(C=CC=C1)[B-](C1=C(C=CC=C1)C(F)(F)F)(C1=C(C=CC=C1)C(F)(F)F)C1=C(C=CC=C1)C(F)(F)F.C(CCC)[NH+](CCCC)CCCC